N-cyclopropyl-2-(4,5-diphenyloxazol-2-yl)sulfanyl-acetamide C1(CC1)NC(CSC=1OC(=C(N1)C1=CC=CC=C1)C1=CC=CC=C1)=O